C1(CC1)C=1C(=CC(=C(C1)CN1CCC2(CN(C(O2)=O)C2=CC=C(C=C2)S(=O)(=O)N)CC1)OCC)C=1OC(N(N1)C)=O 4-[8-[[5-cyclopropyl-2-ethoxy-4-(4-methyl-5-oxo-1,3,4-oxadiazol-2-yl)phenyl]methyl]-2-oxo-1-oxa-3,8-diazaspiro[4.5]decan-3-yl]benzenesulfonamide